CN(CCN(C1=NC=2N(C(=C1)C1=CC=C(C#N)C=C1)N=CN2)C)C 4-(5-{[2-(dimethylamino)ethyl](methyl)amino}-[1,2,4]triazolo[1,5-a]pyrimidin-7-yl)benzonitrile